O=C1CN(CCN1)C=1OC=NN1 (3-oxopiperazin-1-yl)-1,3,4-oxadiazole